OC1C2CC3(CC(CC1C3)C2)CNC2=C(C=C(C=C2)S(=O)(=O)NC(C2=C(C=CC=C2)OC=2C=C3C(=NC2)NC=C3)=O)[N+](=O)[O-] N-{[4-({[(E)-4-hydroxy-1-adamantyl]methyl}amino)-3-nitrophenyl]sulfonyl}-2-(1H-pyrrolo[2,3-b]pyridin-5-yloxy)benzamide